2-(2-chlorophenyl)-N-[4-(5-chloropyridine-3-yl)-3-sulfamoylphenyl]acetamide ClC1=C(C=CC=C1)CC(=O)NC1=CC(=C(C=C1)C=1C=NC=C(C1)Cl)S(N)(=O)=O